CC=1C=C(C=CC1OC1=CC=2N(C=C1)N=CN2)NC=2C1=C(N=CN2)C=CC(=N1)N1CCN(CCC1)C(C=C)=O 1-(4-{4-[(3-methyl-4-{[1,2,4]triazolo[1,5-a]pyridin-7-yloxy}phenyl)amino]pyrido[3,2-d]pyrimidin-6-yl}-1,4-diazepan-1-yl)prop-2-en-1-one